5-amino-3-(4-ethoxy-8-fluoro-2-phenylquinolin-7-yl)-1-((1s,3s)-3-hydroxy-3-methylcyclobutyl)-1H-pyrazole-4-carbonitrile NC1=C(C(=NN1C1CC(C1)(C)O)C1=CC=C2C(=CC(=NC2=C1F)C1=CC=CC=C1)OCC)C#N